N6-(2-aminoethyl)-N4-[(1H-1,3-benzodiazol-5-yl)methyl]-1-methyl-1H-pyrazolo[3,4-d]pyrimidine-4,6-diamine NCCNC1=NC(=C2C(=N1)N(N=C2)C)NCC2=CC1=C(NC=N1)C=C2